C(#N)C=C=O cyanoketene